ClC1=CC=C(C=C1)C=CC(C=C)=O 5-(4-chlorophenyl)-1,4-pentadien-3-one